2-amino-4-(4-(2-fluoroethoxy)phenyl)-6-((pyridin-3-ylmethyl)thio)pyridine-3,5-di-carbonitrile NC1=NC(=C(C(=C1C#N)C1=CC=C(C=C1)OCCF)C#N)SCC=1C=NC=CC1